BrC=1C=C2C(=C(C(N(C2=CC1)CC(C)C)=O)C(=O)NC1=NC=CC=C1C)O 6-bromo-4-hydroxy-1-isobutyl-N-(3-methylpyridin-2-yl)-2-oxo-1,2-dihydroquinoline-3-carboxamide